O[C@@H]1C=2C=CC=C(C2CCC1)C(=O)NC=1C=NC(=C(C1)C=1C=NC2=CC(=NC=C2C1)NC)C (S)-5-hydroxy-N-(6-methyl-5-(7-(methylamino)-1,6-naphthyridin-3-yl)pyridin-3-yl)-5,6,7,8-tetrahydronaphthalene-1-carboxamide